ClC1=CC=C2C(=N1)NC=C2S(=O)(=O)NC=2C(=NC=C(C2)F)OC 6-Chloro-N-(5-fluoro-2-methoxypyridin-3-yl)-1H-pyrrolo[2,3-b]pyridin-3-sulfonamid